BrC=1C=CC(=C(OCCNC23CC(C2)C3)C1)C=1OC3=C(C=CC=C3C(C1)=O)Cl 3-[2-[5-Bromo-2-(8-chloro-4-oxochromen-2-yl)phenoxy]ethylamino]bicyclo[1.1.1]pentan